lauryl-amine lactate C(C(O)C)(=O)O.C(CCCCCCCCCCC)N